2,5-bis{[4-(diethylamino)-2-methylphenyl]-methylene}cyclopentanone C(C)N(C1=CC(=C(C=C1)C=C1C(C(CC1)=CC1=C(C=C(C=C1)N(CC)CC)C)=O)C)CC